COC(=O)C1CC(CC1)O[Si](C)(C)C(C)(C)C 3-((tert-Butyldimethylsilyl)oxy)cyclopentane-1-carboxylic acid methyl ester